C(C)(C)(C)OC(=O)NC1=C(C2=C(S1)C(=CC=C2C2=C(C=C1C(=NC(=NC1=C2F)OCC2(CC2)CN(C)C)N2CCC(CCC2)C(=O)O)Cl)F)C#N 1-(7-(2-((tert-butoxycarbonyl)amino)-3-cyano-7-fluorobenzo[b]thiophen-4-yl)-6-chloro-2-((1-((dimethylamino)methyl)cyclopropyl)methoxy)-8-fluoroquinazolin-4-yl)azepane-4-carboxylic acid